isoquinoline-6-sulfonamide C1=NC=CC2=CC(=CC=C12)S(=O)(=O)N